1-tetracontanol C(CCCCCCCCCCCCCCCCCCCCCCCCCCCCCCCCCCCCCCC)O